COC(=O)C1=NC(=C(N=C1NC1=CC=C(C=C1)N1CC2OC(C1)C2)NC)C=2C1=C(C=NC2)N(C=N1)C.CN1CCCC2CC=CC=C12 N-methyl-tetrahydroquinoline methyl-5-(methylamino)-6-(3-methylimidazo[4,5-c]pyridin-7-yl)-3-[4-(6-oxa-3-azabicyclo[3.1.1]heptan-3-yl)anilino]pyrazine-2-carboxylate